t-butylimino-tris(pyrrolidinyl)phosphane C(C)(C)(C)N=P(N1CCCC1)(N1CCCC1)N1CCCC1